CC=1CCOC(C1)CCCCCCCC 4-methyl-6-octyl-3,6-dihydro-2H-pyran